1,4-bis[4-(3-acryloxypropoxy)-benzoyloxy]-benzene C(C=C)(=O)OCCCOC1=CC=C(C(=O)OC2=CC=C(C=C2)OC(C2=CC=C(C=C2)OCCCOC(C=C)=O)=O)C=C1